O1C2=C(OCC1)C(=CC=C2)C=2OC(=C(N2)CN2CCC(CC2)C2=CC=C(C=C2)OC(F)(F)F)C 2-(2,3-dihydrobenzo[b][1,4]dioxin-5-yl)-5-methyl-4-((4-(4-(trifluoromethoxy)phenyl)piperidin-1-yl)methyl)oxazole